5-bromo-4-fluoro-2-(trifluoromethyl)benzene BrC=1C(=CC(=CC1)C(F)(F)F)F